tert-butyl (4-((3-aminopropyl)(tert-butoxycarbonyl) amino)butyl)(3-((tert-butoxycarbonyl)amino)propyl)carbamate NCCCN(CCCCN(C(OC(C)(C)C)=O)CCCNC(=O)OC(C)(C)C)C(=O)OC(C)(C)C